ClC1=C(C(=CC=C1C)Cl)SC1=C(C(=CC=C1Cl)C)Cl bis-(2,6-dichloro-methylphenyl) sulfide